O=C(CC(=O)O)CC 3-Oxovaleric acid